9-(2,3,4,5,6-pentadeuteriophenyl)-10-(4-naphthalen-1-ylphenyl)anthracene [2H]C1=C(C(=C(C(=C1[2H])[2H])[2H])[2H])C=1C2=CC=CC=C2C(=C2C=CC=CC12)C1=CC=C(C=C1)C1=CC=CC2=CC=CC=C12